C(=O)(O)[C@@H](O)[C@H](O)C(=O)O.N[C@@H](C(=O)N[C@@H](C(=O)N)CC(C)C)CC1=CC=CC=C1 (2R)-2-[[(2R)-2-amino-3-phenyl-propionyl]amino]-4-methyl-pentanoamide D-tartrate